N-[4-(1-{[2-(trifluoromethoxy)phenyl]carbonyl}piperidin-4-yl)butyl]imidazo[1,2-a]pyridine-6-carboxamide FC(OC1=C(C=CC=C1)C(=O)N1CCC(CC1)CCCCNC(=O)C=1C=CC=2N(C1)C=CN2)(F)F